OCCOCCOCCOCCOCCN(S(=O)(=O)C1=C(C=CC=C1)[N+](=O)[O-])C N-(14-Hydroxy-3,6,9,12-tetraoxatetradecyl)-N-methyl-2-nitrobenzenesulfonamide